1-[5-ethylsulfanyl-6-[2-oxo-1-(2,2,3,3,3-pentafluoropropyl)-4H-pyrido[3,4-d][1,3]oxazin-6-yl]-3-pyridyl]cyclopropanecarbonitrile C(C)SC=1C=C(C=NC1C1=CC2=C(N(C(OC2)=O)CC(C(F)(F)F)(F)F)C=N1)C1(CC1)C#N